C(C)N1C(NC2=CC(=CC=C2C1=S)CN1CC(C1)OC=1C=CC(=NC1F)C(=O)NC)=O 5-((1-((3-ethyl-2-oxo-4-thioxo-1,2,3,4-tetrahydroquinazolin-7-yl)methyl)azetidin-3-yl)oxy)-6-fluoro-N-methylpicolinamide